C(C)(C)(C)OC(=O)N[C@H](C(=O)OC)CC1=CC(=C(C=C1)O)[N+](=O)[O-] (S)-methyl 2-(tert-butoxycarbonylamino)-3-(4-hydroxy-3-nitrophenyl)-propionate